COC(=O)C=1C(N(C2=CC(=CC=C2C1N)C(F)(F)F)C1=CC2=C(N=CN2)C=C1)=O 4-amino-1-(3H-benzo[d]imidazol-5-yl)-2-oxo-7-(trifluoromethyl)-1,2-dihydroquinoline-3-carboxylic acid methyl ester